ethyl 5-hydroxy-1-phenylimidazo[1,2-a]quinoline-2-carboxylate OC1=CC=2N(C3=CC=CC=C13)C(=C(N2)C(=O)OCC)C2=CC=CC=C2